2-{3-cyclopropanecarbonyl-7-methyl-7H-imidazo[4,5-c]pyridazin-6-yl}-5-(5-cyclopropyl-1,2,4-oxadiazol-3-yl)-3-(ethylsulfanyl)pyridine C1(CC1)C(=O)C1=CC2=C(N=N1)N(C(=N2)C2=NC=C(C=C2SCC)C2=NOC(=N2)C2CC2)C